cis-3-(Butylamino)-5-(4-hydroxy-4-methylcyclohexyl)-8-(4-methylpiperazin-1-yl)pyrimido[4,5-c]isoquinolin-6(5H)-one C(CCC)NC=1N=CC2=C(N(C(C=3C=C(C=CC23)N2CCN(CC2)C)=O)C2CCC(CC2)(C)O)N1